C=C1C(C2=CC=CC=C2C=C1)S(=O)(=O)OC1=CC=CC2=CC=CC=C12 methylenedinaphthyl-sulfonic acid